3-(1'-((5-methyl-1H-indazol-4-yl)methyl)-6-oxo-6,8-dihydro-2H,7H-spiro[furo[2,3-e]isoindole-3,4'-piperidin]-7-yl)piperidine-2,6-dione CC=1C(=C2C=NNC2=CC1)CN1CCC2(CC1)COC1=C3CN(C(C3=CC=C12)=O)C1C(NC(CC1)=O)=O